trans-3-hexenoyl salicylate C(C=1C(O)=CC=CC1)(=O)OC(C\C=C\CC)=O